((3R,7aR)-3-(methoxymethyl)hexahydro-1H-pyrrolizin-7a-yl)methanol COC[C@H]1CC[C@]2(CCCN12)CO